NC=1C2=C(N=CN1)N(C=C2C(=O)OC)C(CF)(C)C methyl 4-amino-7-(1-fluoro-2-methylpropan-2-yl)-7H-pyrrolo[2,3-d]pyrimidine-5-carboxylate